3-((6-(2-aminopyridin-4-yl)-1-oxoisoquinolin-2(1H)-yl)methyl)-N-(1,2,3,4-tetrahydroisoquinolin-7-yl)benzamide NC1=NC=CC(=C1)C=1C=C2C=CN(C(C2=CC1)=O)CC=1C=C(C(=O)NC2=CC=C3CCNCC3=C2)C=CC1